(2,3-Dihydro-4H-benzo[b][1,4]oxazin-4-yl)(5-(2-fluorophenyl)pyridin-3-yl)-methanone O1C2=C(N(CC1)C(=O)C=1C=NC=C(C1)C1=C(C=CC=C1)F)C=CC=C2